silicon potassium salt [K].[Si]